FC1=CC=CC(=N1)C1N(CCC(C1)C#N)C(=O)C1=C(OC=2N=CN=C(C21)NC2(CC2)C)C (6-Fluoropyridin-2-yl)-1-{6-methyl-4-[(1-methylcyclopropyl)amino]furo[2,3-d]pyrimidine-5-carbonyl}piperidine-4-carbonitrile